(S)-4-(4-(((2-(2-(1-fluoroethyl)imidazo[2,1-b][1,3,4]thiadiazol-6-yl)-6-methoxybenzofuran-4-yl)oxy)methyl)thiazol-2-yl)-N,N-dimethylbenzamide F[C@@H](C)C1=NN2C(S1)=NC(=C2)C=2OC1=C(C2)C(=CC(=C1)OC)OCC=1N=C(SC1)C1=CC=C(C(=O)N(C)C)C=C1